C(C)(C)C1=C(NC2=CC=C(C=C12)[C@@H]1[C@@H](C1)C(=O)NC1CCC2CNCC21)C2=CC(=NC=C2)C (1R,2S)-2-(3-Isopropyl-2-(2-methylpyridin-4-yl)-1H-indol-5-yl)-N-(octahydrocyclopenta[c]pyrrol-4-yl)cyclopropan-1-carboxamid